ClC1=C(C=C(CNCCCCOCCNC2=NC3=C(C4=CN=CC=C24)C=CC=C3)C=C1)CO 5-((2-(4-((4-chloro-3-(hydroxymethyl)benzyl)amino)butoxy)ethyl)amino)benzo[c][2,6]naphthyridine